glycerol behenate linoleate C(CCCCCCC\C=C/C\C=C/CCCCC)(=O)OC(COC(CCCCCCCCCCCCCCCCCCCCC)=O)CO